(6-((5-bromo-2-((6-((2-(dimethylamino) ethyl) (methyl) amino)-2-methoxy-5-(1-methyl-1H-pyrazol-4-yl) pyridin-3-yl) amino) pyrimidin-4-yl) amino) quinoxalin-5-yl) dimethylphosphinate CP(OC1=C2N=CC=NC2=CC=C1NC1=NC(=NC=C1Br)NC=1C(=NC(=C(C1)C=1C=NN(C1)C)N(C)CCN(C)C)OC)(=O)C